FC1=C(C=C(C=C1)C1=CC(=C2C(=N1)N=C(N2)C=2N=CC(=NC2)N2CCC(CC2)OCC(=O)[O-])N(C)CC2(CCCC2)COC)C(F)(F)F.[Na+] Sodium {[1-(5-{5-[4-fluoro-3-(trifluoromethyl)phenyl]-7-[{[1-(methoxymethyl)cyclopentyl]methyl}(methyl)amino]-1H-imidazo[4,5-b]pyridin-2-yl}pyrazin-2-yl)piperidin-4-yl]oxy}acetate